C(C)(C)(C)OC(=O)N1CC2(CC2)[C@@H]([C@@H]1CC1=C(C(=CC=C1)Br)F)NS(N(C)C)(=O)=O (6S,7S)-6-(3-bromo-2-fluorobenzyl)-7-((N,N-dimethylsulfamoyl)amino)-5-azaspiro[2.4]heptane-5-carboxylic acid tert-butyl ester